6-((1R)-1-(2-(3-azabicyclo[3.1.0]hexan-3-yl)ethoxy)ethyl)pyridin C12CN(CC2C1)CCO[C@H](C)C1=CC=CC=N1